CC1=CC=CC2=CN=C3C=CCC(C3=C12)=O 10-methylphenanthridone